epoxyneopentyl glycol adipate oleate C(CCCCCCC\C=C/CCCCCCCC)(=O)O.C(CCCCC(=O)O)(=O)O.OC1C(CO1)(CO)C